COC1=NC(=NC=C1C1=CC=C(C=C1)N1C(CCC1)=O)NC1=CC2=C(OCCN2C(=O)OCCN(C)C)N=C1 2-(dimethylamino)ethyl 7-({4-methoxy-5-[4-(2-oxopyrrolidin-1-yl)phenyl]pyrimidin-2-yl}amino)-1H,2H,3H-pyrido[2,3-b][1,4]oxazine-1-carboxylate